C(CCCCCCC\C=C/CCCCCCCC)(=O)O.C(CCCCCCC\C=C/CCCCCCCC)(=O)O.C(CCCCCCC\C=C/CCCCCCCC)(=O)N oleamide dioleate